tert-butyl (3S)-3-[4-[(2,3-dichloro-6-hydroxyphenyl)(hydroxy)methyl]azepane-1-carbonyl]pyrrolidine-1-carboxylate ClC1=C(C(=CC=C1Cl)O)C(C1CCN(CCC1)C(=O)[C@@H]1CN(CC1)C(=O)OC(C)(C)C)O